Cl.COC(=O)C1C(NCCC1)C(=O)O 3-(methoxycarbonyl)piperidine-2-carboxylic acid hydrochloride